CC=1C=C(C=C(C1)Br)Br 5-methyl-1,3-dibromobenzene